CC1=C(C(=O)O)C=CC(=C1)CS(=O)CC=1N(C=CN1)C 2-methyl-4-((((1-methyl-1H-imidazol-2-yl)methyl)sulfinyl)methyl)benzoic acid